1-(3,5-dichlorophenyl-methyl)-N-((2-fluorophenyl)sulfonyl)-1H-1,2,3-triazole-4-carboxamide ClC=1C=C(C=C(C1)Cl)CN1N=NC(=C1)C(=O)NS(=O)(=O)C1=C(C=CC=C1)F